ClC=1C=2N(C=CC1)C(=NN2)SCCCCOC2=C(OC1=CC=CC=C1C2=O)C2=CC=C(C=C2)Cl 3-(4-((8-chloro-[1,2,4]triazolo[4,3-a]pyridin-3-yl)thio)butoxy)-2-(4-chlorophenyl)-4H-chromen-4-one